C(C)(C)(C)OC(=O)N1C(=C(C2=CC(=CC(=C12)F)F)C#CC(=O)OC(C)(C)C)C1=CC=C(C=C1)F 3-(3-tert-butoxy-3-oxo-prop-1-ynyl)-5,7-difluoro-2-(4-fluorophenyl)indole-1-carboxylic acid tert-butyl ester